bismethoxyethoxyethanol COCCOC(C)(O)OCCOC